tert-butyl 2-[4-fluoro-1-(3-nitrophenyl)-4-piperidyl]-acetate FC1(CCN(CC1)C1=CC(=CC=C1)[N+](=O)[O-])CC(=O)OC(C)(C)C